BrCC1=CC(=C(C=C1)C=1N(C=C(N1)C(F)(F)F)C(C)C)OCCOC 2-(4-(bromomethyl)-2-(2-methoxyethoxy)phenyl)-1-isopropyl-(trifluoromethyl)-1H-imidazole